[Cl-].C(C1=CC=CC=C1)[N+](CCCCCCCCCCCC)(C)C benzyldimethyl-dodecylammonium chloride